Tert-butyl (3-exo)-3-[3-(5-methyl-1,3-thiazol-2-yl)-5-({(1R)-1-[2-(trifluoromethyl) pyrimidin-5-yl]ethyl}carbamoyl) phenoxy]-8-azabicyclo[3.2.1]octane-8-carboxylate CC1=CN=C(S1)C=1C=C(OC2CC3CCC(C2)N3C(=O)OC(C)(C)C)C=C(C1)C(N[C@H](C)C=1C=NC(=NC1)C(F)(F)F)=O